SC1=CC=C(C(=O)C2=CC=C(C=C2)S)C=C1 4,4'-dimercaptobenzophenone